C1NCC12CCN(CC2)C2CN(C2)C=2C=C1CN(C(C1=CC2)=O)C2C(NC(CC2)=O)=O 3-(5-(3-(2,7-diazaspiro[3.5]nonan-7-yl)azetidin-1-yl)-1-oxoisoindolin-2-yl)piperidine-2,6-dione